C(C1=CC=CC=C1)N(C1=NC(=NC=2C(CCCC12)OCC(=O)O)N1C(=CC2=C(C=CC=C12)C#N)C)CC1=C(C=C(C=C1)OC)OC 2-((4-(benzyl(2,4-dimethoxybenzyl)amino)-2-(4-cyano-2-methyl-indol-1-yl)-5,6,7,8-tetrahydroquinazolin-8-yl)oxy)acetic acid